rac-(5R,8R)-4-chloro-5-ethyl-5,6,7,8-tetrahydroquinolin-8-ol ClC1=CC=NC=2[C@@H](CC[C@H](C12)CC)O |r|